C(C(=C)C)(=O)OCCC[SiH2]C(O[Si](C)(C)C)O[Si](C)(C)C methacryloxypropyl-di(trimethylsiloxy)methylsilane